C1(CCCCC1)[C@@H](CO)NC(=O)C=1OC2=CC=C(C=C2C(C1)=O)F (S)-N-(1-cyclohexyl-2-hydroxyethyl)-6-fluoro-4-oxo-4H-chromene-2-carboxamide